ClC=1C(=C(CN2[C@@H](C[C@@](CC2)(C(=O)O)CC2=NC(=NC(=C2F)C2=CC=CC=C2)NC2=NNC(=C2)C)CC)C=CC1)F (2R,4R)-1-(3-chloro-2-fluorobenzyl)-2-ethyl-4-((5-fluoro-2-((5-methyl-1H-pyrazol-3-yl)amino)-6-phenylpyrimidin-4-yl)methyl)piperidine-4-carboxylic acid